(3R,4R)-N-((3-fluoro-5-(trifluoromethyl)pyridin-2-yl)methyl)-4-methoxytetrahydro-2H-pyran-3-amine FC=1C(=NC=C(C1)C(F)(F)F)CN[C@@H]1COCC[C@H]1OC